C1(CC1)NC(C(C)C)S(=O)(=O)O Cyclopropylamino-2-methylpropane-1-sulfonic acid